N-ethylazelaic acid amide C(C)NC(CCCCCCCC(=O)O)=O